2,6-difluoropyridin-4-amine FC1=NC(=CC(=C1)N)F